C(#N)C=1N=C(SC1)N1CCN(CC1)C(=O)[O-] 4-(4-cyanothiazol-2-yl)piperazine-1-carboxylate